2-(chloromethyl)-4'-fluoro-5-methyl-1,1'-biphenyl ClCC1=C(C=C(C=C1)C)C1=CC=C(C=C1)F